BrC=1C=C(C(=NC1O[C@@H]1CC[C@H](CC1)C(C)C)C)N=CN(C)CC N'-{5-Bromo-6-[(trans-4-isopropylcyclohexyl)oxy]-2-methylpyridin-3-yl}-N-ethyl-N-methylimidoformamid